NC1=NC=2C=CC(=CC2C2=C1C=NN2C)C(=O)N(C)[C@H](C)C2=NC=C(C=C2)F 4-amino-N-((1R)-1-(5-fluoro-2-pyridinyl)ethyl)-N,1-dimethyl-1H-pyrazolo[4,3-c]quinoline-8-carboxamide